BrC1=C(N(N=C1)C)C=1C=C(C=CC1OC)NC(=O)NC1=CC(=CC=C1)C(C)=NO 1-[3-(4-Bromo-2-methyl-2H-pyrazol-3-yl)-4-methoxyphenyl]-3-[3-(1-hydroxyiminoethyl)-phenyl]-urea